N1(CCOCC1)CC#C 1-(4-morpholinyl)-2-propyne